6-{[(1S)-1-phenylethyl]amino}-3-(propan-2-yl)-1,2,3,4-tetrahydropyrimidine-2,4-dion C1(=CC=CC=C1)[C@H](C)NC1=CC(N(C(N1)=O)C(C)C)=O